OC1=CC(=C(C=C1)C=1C(OC2=C(C1C)C=C(C=C2)O)C2=CC=C(C=C2)OC[C@H](C)N2C[C@@H](CC2)C)C 3-(4-hydroxy-2-methylphenyl)-4-methyl-2-(4-((S)-2-((R)-3-methylpyrrolidin-1-yl)propoxy)phenyl)-2H-benzopyran-6-ol